1-(tert-butoxycarbonyl)-4,4-difluoropiperidine-3-carboxylic acid C(C)(C)(C)OC(=O)N1CC(C(CC1)(F)F)C(=O)O